potassium phosphate calcium magnesium [Mg+2].[Ca+2].P(=O)([O-])([O-])[O-].[K+]